CC(CN1C[C@@H]2[C@H](C1)CC(C2)CNC=2N=NC(=CC2)C=2C(=NN(C2)C)C)C(C)(C)C N-[[(3aR,6aS)-2-(2,3,3-trimethylbutyl)-3,3a,4,5,6,6a-hexahydro-1H-cyclopenta[c]pyrrol-5-yl]methyl]-6-(1,3-dimethylpyrazol-4-yl)pyridazin-3-amine